2-(3-fluoro-5-(methylthio)phenyl)-4,4,5,5-tetramethyl-1,3,2-dioxaborolane FC=1C=C(C=C(C1)SC)B1OC(C(O1)(C)C)(C)C